2-(3-cyclohexyl-5-methylphenyl)-4,4,5,5-tetramethyl-1,3,2-dioxaborolane C1(CCCCC1)C=1C=C(C=C(C1)C)B1OC(C(O1)(C)C)(C)C